ClC1(C(C1)CS(=O)(=O)N(CC1=CC=C(C=C1)C1=NOC(=N1)C(F)(F)F)CC)Cl 1-(2,2-dichlorocyclopropyl)-N-ethyl-N-[[4-[5-(trifluoromethyl)-1,2,4-oxadiazol-3-yl]phenyl]methyl]methanesulfonamide